OCC=1[C@H]([C@@H]([C@H]([C@H](C1)O)O)O)O (1S,2S,3S,4R)-5-(hydroxymethyl)cyclohex-5-en-1,2,3,4-tetrol